C(C)(=O)NC(CCC(=O)O)C 4-acetamidopentanoic acid